CN1C(=NC2=C(C=C(C=C2C1=O)C)[C@@H](C)NC1=C(C=CC=C1)S(=O)(=O)C)S(=O)(=O)C (R)-3,6-dimethyl-2-(methylsulfonyl)-8-(1-((2-(methylsulfonyl)-phenyl)amino)ethyl)quinazolin-4(3H)-one